ClC=1N=C(C2=C(N1)OC1=C2C=CC=C1)C1=C(C(=C(C(=C1[2H])[2H])[2H])[2H])[2H] 2-chloro-4-(phenyl-d5)benzofuro[2,3-d]Pyrimidine